C(C)(=O)N1CC(C1)C1=CC(=NC=N1)N1N=CN=C1C(C)NC(C1=CC(=CC(=C1)C(F)(F)F)C(F)(F)F)=O N-[1-[2-[6-(1-acetylazetidin-3-yl)pyrimidin-4-yl]-1,2,4-triazol-3-yl]ethyl]-3,5-bis(trifluoromethyl)benzamide